2-chloro-N4-[[3-methyl-4-[1-methyl-4-(trifluoromethyl)imidazol-2-yl]phenyl]methyl]pyrimidine-4,5-diamine ClC1=NC=C(C(=N1)NCC1=CC(=C(C=C1)C=1N(C=C(N1)C(F)(F)F)C)C)N